Cl.N[C@@H](CC(=O)OCC)C=1C=C(C=C(C1F)C(F)(F)F)C1=C(C=C(C=C1C)C)O ethyl (3S)-3-amino-3-[4-fluoro-2'-hydroxy-4',6'-dimethyl-5-(trifluoromethyl)-[1,1'-biphenyl]-3-yl]propanoate hydrochloride